ClC1=NC=C(C(=O)NOC)C(=C1)NC1=C(C=C(C=C1)Cl)N(S(=O)(=O)C)C 6-chloro-4-((4-Chloro-2-(N-methylmethanesulfonamido)phenyl)amino)-N-methoxynicotinamide